OCCCN1C(N(C=2N=C(N(C2C1=O)CC=1C=NC(=CC1)C(F)(F)F)OC1=CC(=CC=C1)OC(F)(F)F)C)=O 1-(3-hydroxypropyl)-3-methyl-8-(3-(trifluoromethoxy)phenoxy)-7-((6-(trifluoromethyl)pyridin-3-yl)methyl)-1H-purine-2,6(3H,7H)-dione